OCOC(=O)N1CCCCC1 hydroxymethylpiperidine-1-carboxylate